(S)-6-isopropyl-5-(8-methoxy-[1,2,4]triazolo[1,5-a]pyridin-6-yl)-1-(1-(2-methoxyethyl)piperidin-3-yl)-1,3-dihydro-2H-benzo[d]imidazol-2-one C(C)(C)C=1C(=CC2=C(N(C(N2)=O)[C@@H]2CN(CCC2)CCOC)C1)C=1C=C(C=2N(C1)N=CN2)OC